ClC=1C=C(C=CC1)S(=O)(=O)NC1=C(C=CC=C1)C(C)(C1=CC=CC=C1)O 3-chloro-N-(2-(1-hydroxy-1-phenylethyl)phenyl)benzenesulfonamide